FC(C(=O)O)(F)F.ClC=1C(=CC(=C(C1)S(=O)(=O)NC=1N=CSC1)F)NCC1=C(C=CC=C1F)CN(C)C 5-chloro-4-((2-((dimethylamino)methyl)-6-fluorobenzyl)amino)-2-fluoro-N-(thiazol-4-yl)benzenesulfonamide 2,2,2-trifluoroacetate